BrC=1C=CC(=C(C1)S(=O)(=O)NC=1C(=C(C(=O)NC)C=C(C1)Cl)O)O 3-((5-Bromo-2-hydroxyphenyl)sulfonamido)-5-chloro-2-hydroxy-N-methylbenzamide